COC=1C=CC(=NC1)C1=NN(C=C1NC(=O)C=1OC(=CC1)C=1C=NNC1)C N-(3-(5-methoxypyridin-2-yl)-1-methyl-1H-pyrazol-4-yl)-5-(1H-pyrazol-4-yl)furan-2-carboxamide